C(#N)C=1C=C(C(=C(C1)NC1=NC=2N(C(=N1)NC1CC1)N=CC2C#N)C2CC2)N2[C@H](CNCC2)C (S)-2-((5-cyano-2-cyclopropyl-3-(2-methylpiperazin-1-yl)phenyl)amino)-4-(cyclopropylamino)pyrazolo[1,5-a][1,3,5]triazine-8-carbonitrile